N-(4-(2-(((1R,3S)-3-aminocyclohexyl)amino)quinazolin-6-yl)-2-fluorophenyl)-2-chlorobenzene-sulfonamide N[C@@H]1C[C@@H](CCC1)NC1=NC2=CC=C(C=C2C=N1)C1=CC(=C(C=C1)NS(=O)(=O)C1=C(C=CC=C1)Cl)F